C(C)(C)(C)OC(=O)N1[C@@H]([C@@H]2[C@H](C1)CCC2)C(=O)O (1S,3aR,6aS)-2-(t-butoxycarbonyl)octahydrocyclopenta[C]pyrrole-1-carboxylic acid